ClC1=CC=C(C=C1)C(C)(C)N1C[C@@](CC1)([C@@H]1OC(C1)(C)C)CCC1=NC=C(C#N)C=C1 |o1:15| 6-(2-((R)-1-(2-(4-chlorophenyl)propan-2-yl)-3-((R or S)-4,4-dimethyloxetan-2-yl)pyrrolidin-3-yl)ethyl)nicotinonitrile